OC=1C=C(C=CC1O)CCC(=O)OCCCCC1=CC=CC=C1 4-phenylbutyl 3-(3,4-dihydroxyphenyl)propanoate